(E)-3-[1-methyl-5-(trifluoromethyl)pyrazol-4-yl]2-propenoic acid ethyl ester C(C)OC(\C=C\C=1C=NN(C1C(F)(F)F)C)=O